C=C(C)C1=C(SC=C1)S(=O)(=O)N 3-(prop-1-en-2-yl)thiophene-2-sulfonamide